(3R)-4-(((3S)-1-((3-cyano-1-azetidinyl)sulfonyl)-3-piperidinyl)carbonyl)-N-(4-(trifluoromethyl)benzyl)-3-morpholinecarboxamide C(#N)C1CN(C1)S(=O)(=O)N1C[C@H](CCC1)C(=O)N1[C@H](COCC1)C(=O)NCC1=CC=C(C=C1)C(F)(F)F